(R)-1-((1-(3-cyano-2-methylphenyl)ethyl)amino)-4-methyl-7-(methylamino)phthalazine-6-carboxylic acid C(#N)C=1C(=C(C=CC1)[C@@H](C)NC1=NN=C(C2=CC(=C(C=C12)NC)C(=O)O)C)C